(2-fluoro-[1,1'-biphenyl-3-yl]methyl)-7-(methylsulfonamido)-5-azaspiro[2.4]heptane-5-carboxylate FC1=C(C=CC=C1COC(=O)N1CC2(CC2)C(C1)NS(=O)(=O)C)C1=CC=CC=C1